NC1=NC=NN2C1=CC=C2[C@H]2[C@@H]([C@@H]([C@@](O2)(C#N)COP(=O)(OC2=CC=CC=C2)N[C@@H](C)C(=O)OCC(C(F)(F)F)(C)C)O)O 3,3,3-Trifluoro-2,2-dimethylpropyl ((((2R,3S,4R,5S)-5-(4-aminopyrrolo[2,1-f][1,2,4]triazin-7-yl)-2-cyano-3,4-dihydroxytetrahydrofuran-2-yl)methoxy)(phenoxy)phosphoryl)-L-alaninate